tert-butyl (S)-2-methyl-4-oxopiperidine-1-carboxylate C[C@@H]1N(CCC(C1)=O)C(=O)OC(C)(C)C